4-(1-chloroethyl)-2,5-difluorobenzonitrile ClC(C)C1=CC(=C(C#N)C=C1F)F